CC1=C(C(=O)P(C2=CC=C(C=C2)C)(C(C2=C(C=C(C=C2C)C)C)=O)=O)C(=CC(=C1)C)C bis(2,4,6-trimethylbenzoyl)-4-methylphenylphosphine oxide